2,6-Di-t-butylnaphthalene C(C)(C)(C)C1=CC2=CC=C(C=C2C=C1)C(C)(C)C